C(=O)(OCC1=CC=CC=C1)N[C@@H](COC(C)(C)C)C(=O)N[C@@H](COC(C)(C)C)C(=O)O N-carbobenzoxy-O-tert-butyl-L-seryl-O-tert-butyl-L-serine